8-(((2R,3S,4R,5R)-5-(4-aminopyrrolo[2,1-f][1,2,4]triazin-7-yl)-5-cyano-4-hydroxy-2-(((isopropoxycarbonyl)oxy)methyl)tetrahydrofuran-3-yl)oxy)-8-oxooctanoic acid NC1=NC=NN2C1=CC=C2[C@]2([C@@H]([C@@H]([C@H](O2)COC(=O)OC(C)C)OC(CCCCCCC(=O)O)=O)O)C#N